BrC=1C=CC(=C(C#N)C1)C=C1CN(C1)CCCF 5-bromo-2-[[1-(3-fluoropropyl)azetidin-3-ylidene]methyl]benzonitrile